FC1=C2C=C(NC2=CC(=C1)OCC=1N=CSC1)CNC(=O)C1(CC1)C N-((4-fluoro-6-(thiazol-4-ylmethoxy)-1H-indol-2-yl)methyl)-1-methylcyclopropane-1-carboxamide